3-endo-(8-{2-[(2,6-difluorobenzyl)-methanesulfonylamino]-ethyl}-8-aza-bicyclo[3.2.1]oct-3-yl)-benzamide TFA salt OC(=O)C(F)(F)F.FC1=C(CN(CCN2C3CC(CC2CC3)C=3C=C(C(=O)N)C=CC3)S(=O)(=O)C)C(=CC=C1)F